butyladenosine C(CCC)[C@@]1([C@H](O)[C@H](O)[C@@H](CO)O1)N1C=NC=2C(N)=NC=NC12